(1r,3s,5s)-N-((1r,4r)-4-hydroxy-4-(trifluoromethyl)cyclohexyl)-8-(5-(6-methyl-1H-pyrazolo[3,4-b]pyridin-4-yl)-1H-pyrazole-3-carbonyl)-8-azabicyclo[3.2.1]octane-3-carboxamide OC1(CCC(CC1)NC(=O)C1C[C@H]2CC[C@@H](C1)N2C(=O)C2=NNC(=C2)C2=C1C(=NC(=C2)C)NN=C1)C(F)(F)F